CCCCCCCCCCCCCCCCCC[C@H](C)C[C@H](C)C[C@H](C)C(=O)O[C@H]1[C@@H]([C@H](O[C@@H]([C@@H]1OC(=O)CCCCCCCCCCCCCCC)O[C@@H]2[C@@H]([C@H]([C@@H]([C@H](O2)CO)O)O)OS(=O)(=O)O)CO)O The molecule is a sulfoglycolipid in which alpha,alpha-trehalose, sulfated at the 2'-position, is acylated at the 2-position with palmitic acid, and at the 3-position with (2S,4S,6S)-2,4,6-trimethyltetracosanoic acid. It is a sulfoglycolipid and a polyacyl alpha,alpha-trehalose derivative. It derives from an alpha,alpha-trehalose.